bis(t-butylimino)bis(diethylamino)molybdenum C(C)(C)(C)N=[Mo](N(CC)CC)(N(CC)CC)=NC(C)(C)C